FC(C1=CC=C(C=C1)C=1C=2N(C3=CC=C(C=C3N1)CS(=O)(=O)N)C=CC2)(F)F (4-(4-(trifluoromethyl)phenyl)pyrrolo[1,2-a]quinoxalin-7-yl)methanesulfonamide